BrC=1C=CC=C2C=CC(=CC12)O 8-Bromo-2-hydroxy-naphthalene